FC(C(CSC(=N)C1CC(C1)=C)=O)(F)F.CC1N(C(CCC1)C)B(I)I (2,6-dimethyl-piperidyl)diiodoborane (3,3,3-trifluoro-2-oxo-propyl)3-methylenecyclobutanecarboximidothioate